COC1=NC=NC(=C1C1=CC=C(C=C1)C1=C2C=C(C(=CC2=CC2=C1C(OC2)=O)OC)OC)OC 9-(4-(4,6-dimethoxypyrimidin-5-yl)phenyl)-6,7-dimethoxynaphtho[2,3-c]furan-1(3H)-one